N-ethyl-3-(8-formyl-7-hydroxy-6-methoxy-4-methyl-2-oxo-2H-chromen-3-yl)propionamide C(C)NC(CCC=1C(OC2=C(C(=C(C=C2C1C)OC)O)C=O)=O)=O